C(C1=CC=CC=C1)OC[C@H]([C@H](CN1N=CC=C1)O)F (2S,3R)-4-(benzyloxy)-3-fluoro-1-(1H-pyrazol-1-yl)butan-2-ol